FC=1C=CC2=C(C(=C(O2)C(N)C2(CC2)F)C)C1 (5-fluoro-3-methylbenzofuran-2-yl)(1-fluorocyclopropyl)methanamine